C(C)(C)(C)C=1C=C(CN2C(N(C(N(C2=O)CC2=CC(=C(C(=C2)C(C)(C)C)O)C(C)(C)C)=O)CC2=CC(=C(C(=C2)C(C)(C)C)O)C(C)(C)C)=O)C=C(C1O)C(C)(C)C 1,3,5-tris(3,5-di-t-butyl-4-hydroxybenzyl)-1,3,5-triazine-2,4,6[1H,3H,5H]-trione